(E)-ethyl 2-(2-cyclopropylhydrazono)acetate C1(CC1)N\N=C\C(=O)OCC